ethyl 4-(((3R,4R)-1-((R)-2,2-difluorocyclopropane-1-carbonyl)-4-methylpiperidin-3-yl)amino)-1H-pyrrolo[2,3-b]pyridine-5-carboxylate FC1([C@H](C1)C(=O)N1C[C@@H]([C@@H](CC1)C)NC1=C2C(=NC=C1C(=O)OCC)NC=C2)F